Natrium Sulfat Calcium Sulfat Calcium Chlorid [Cl-].[Ca+2].S(=O)(=O)([O-])[O-].[Ca+2].S(=O)(=O)([O-])[O-].[Na+]